4-methyl-2,3-pentadien-1-ol CC(=C=CCO)C